OP(O)(=O)OP(=O)(O)OP(=O)(O)O.[C@@H]1([C@H](O)[C@H](O)[C@@H](CO)O1)N1C=NC=2C(=O)NC(N)=NC12.[C@@H]1([C@H](O)[C@H](O)[C@@H](CO)O1)N1C=NC=2C(=O)NC(N)=NC12 diguanosine triphosphate